1-{[(3R,4R)-1-(cyanoacetyl)-4-methoxypyrrolidin-3-yl]methoxy}-7-(propan-2-yloxy)isoquinoline-6-carboxamide C(#N)CC(=O)N1C[C@@H]([C@H](C1)OC)COC1=NC=CC2=CC(=C(C=C12)OC(C)C)C(=O)N